CC1(C(C1)C1=NC(=NO1)C=1C=C2CC[C@H](C2=CC1)NC(=O)C1=CC=NN1C)C N-((1R)-5-(5-(2,2-dimethylcyclopropyl)-1,2,4-oxadiazol-3-yl)-2,3-dihydro-1H-inden-1-yl)-1-methyl-1H-pyrazole-5-carboxamide